11-methyl-spiro[5.5]Undecan-5-ol CC1CCCCC12C(CCCC2)O